2-((difluoromethoxy)methyl)-5-(2,4-difluorophenyl)-3,4-dihydro-2H-pyrano[2,3-b]Pyridine-7-carboxylic acid ethyl ester C(C)OC(=O)C1=CC(=C2C(=N1)OC(CC2)COC(F)F)C2=C(C=C(C=C2)F)F